3-hydroxy-3-isohexenylglutaryl-CoA OC(CC(=O)SCCNC(CCNC([C@@H](C(COP(OP(OC[C@@H]1[C@H]([C@H]([C@@H](O1)N1C=NC=2C(N)=NC=NC12)O)OP(=O)(O)O)(=O)O)(=O)O)(C)C)O)=O)=O)(CC(=O)O)C=CCC(C)C